N-(4-(3-fluoro-2-methyl-4-(propylsulfonylamino)phenyl)-1H-pyrrolo[2,3-b]pyridin-6-yl)cyclopropylcarboxamide FC=1C(=C(C=CC1NS(=O)(=O)CCC)C1=C2C(=NC(=C1)NC(=O)C1CC1)NC=C2)C